2-(4-Nitrophenyl)-1,2,3,4-tetrahydro-2,6-naphthyridine [N+](=O)([O-])C1=CC=C(C=C1)N1CC2=CC=NC=C2CC1